2-(2,5-dimethyl-1H-pyrrol-1-yl)-1,3-propanediol CC=1N(C(=CC1)C)C(CO)CO